Methyl (S)-2-(2,6-dichlorobenzamido)-3-(4-(4,4,5,5-tetramethyl-1,3,2-dioxaborolan-2-yl)naphthalen-1-yl)propanoate ClC1=C(C(=O)N[C@H](C(=O)OC)CC2=CC=C(C3=CC=CC=C23)B2OC(C(O2)(C)C)(C)C)C(=CC=C1)Cl